FC=1C=C(CC=2C=C3C(=NNC3=CC2)NC(C2=C(C=C(C=C2)N2CCN(CC2)C(CNC2=C3C(N(C(C3=CC=C2)=O)C2C(NC(CC2)=O)=O)=O)=O)NC2CCOCC2)=O)C=C(C1)F N-(5-(3,5-difluorobenzyl)-1H-indazol-3-yl)-4-(4-((2-(2,6-dioxopiperidin-3-yl)-1,3-dioxoisoindolin-4-yl)glycyl)piperazin-1-yl)-2-((tetrahydro-2H-pyran-4-yl)amino)-benzamide